[2-(trimethylsilyl)ethoxy]methyl ether C[Si](CCOCOCOCC[Si](C)(C)C)(C)C